C(C)OC(=O)C1=NN2C=3SC=4O[C@H](COCC4C3C(=N[C@H](C2=N1)C)C1=C(C=CC=C1F)F)C (7s,15s)-9-(2,6-difluorophenyl)-7,15-dimethyl-13,16-dioxa-18-thia-2,3,5,8-tetraazatetracyclo[8.8.0.02,6.011,17]octadeca-1(10),3,5,8,11(17)-pentaene-4-carboxylic acid ethyl ester